C(C)(C)(C)OC(=O)N1CCN(CC1)C=1N=NC(=CC1)N=C(C1=CC=CC=C1)C1=CC=CC=C1 4-(6-((diphenylmethylene)amino)pyridazin-3-yl)piperazine-1-carboxylic acid tert-butyl ester